4,5-dihydroxycyclopent-4-ene-1,2,3-trione OC=1C(C(C(C1O)=O)=O)=O